4-[3-(benzoyloxy)-1-propen-1-yl]-2-methoxy-phenol C(C1=CC=CC=C1)(=O)OCC=CC1=CC(=C(C=C1)O)OC